((2R,3R)-3-(2-methylphenyl)-1,4-dioxaspiro[4.4]nonane-2-yl)methyl sulfamate S(N)(OC[C@H]1OC2(O[C@@H]1C1=C(C=CC=C1)C)CCCC2)(=O)=O